6-cyclopropyl-7-(4-cyclopropyl-1H-imidazol-1-yl)-2-(2,4-dimethoxybenzyl)isoquinolin-1(2H)-one C1(CC1)C=1C=C2C=CN(C(C2=CC1N1C=NC(=C1)C1CC1)=O)CC1=C(C=C(C=C1)OC)OC